P(=O)(O)(O)C1=CC=C(O1)C=1C=C(C=CC1)C1=CC=CC=2N=C(SC21)NC2CCC(CC2)C(=O)O 4-((7-(3-(5-phosphonofuran-2-yl)phenyl)benzo[d]thiazol-2-yl)amino)cyclohexane-1-carboxylic acid